C[N+](C\C=C\CC[N+](C)(C)C)(C)C (E)-N1,N1,N1,N5,N5,N5-hexamethylpent-2-ene-1,5-diaminium